O1CCC(CC1)N1CCC(CC1)NC(=O)N 1-[1-(oxan-4-yl)piperidin-4-yl]urea